C([C@H](O)C1=CC=CC=C1)(=O)OCCCC n-butyl D-mandelate